C(C)(=O)C=1N=CC(=NC1)C=1C(=CC(=NC1)NC(C)=O)NC1=CC(=NC(=C1)C)C(C)(F)F N-(5-(5-acetylpyrazin-2-yl)-4-((2-(1,1-difluoroethyl)-6-methylpyridin-4-yl)amino)pyridin-2-yl)acetamide